OCCS(=O)(=O)NC1=CC(=C(C(=O)NC2=NC(=NC(=C2)C)N2CC(C2)C(C)(C)O)C=C1)N1CCC2(CC2)CC1 4-((2-Hydroxyethyl)sulfonamido)-N-(2-(3-(2-hydroxypropan-2-yl)azetidin-1-yl)-6-methylpyrimidin-4-yl)-2-(6-azaspiro[2.5]octan-6-yl)benzamide